C(N)(=O)C1=C2C=C(N(C2=CC=C1)C1=NC=2[C@H](CCCC2C(=N1)SC)OCC1CN(C1)C(=O)OC(C)(C)C)C tert-butyl 3-[[(8S)-2-(4-carbamoyl-2-methyl-indol-1-yl)-4-methyl sulfanyl-5,6,7,8-tetrahydroquinazolin-8-yl]oxymethyl]azetidine-1-carboxylate